alpha-dodecylamino-17beta-(1-hydroxy-1-methyl-ethyl)androst-5-en-3beta-ol C(CCCCCCCCCCC)NC[C@@]12[C@H](CC[C@H]1[C@@H]1CC=C3C[C@H](CC[C@]3(C)[C@H]1CC2)O)C(C)(C)O